tert-butyl 2-((4-bromo-3-methoxybenzyl) (2,2,2-trifluoroethyl)amino)acetate BrC1=C(C=C(CN(CC(=O)OC(C)(C)C)CC(F)(F)F)C=C1)OC